F[C@@H]1[C@@H](C1)C(=O)NC1=NC=C2C=C(C=3N(C2=C1)N=CN3)C=3C=NC(=CC3C)[C@@H](CCC)O (1S,2S)-2-fluoro-N-(4-{6-[(1R)-1-hydroxybutyl]-4-methylpyridin-3-yl}-[1,2,4]triazolo[1,5-a]1,6-naphthyridin-8-yl)cyclopropane-1-carboxamide